FC1=C(C=C(C=C1)C(O)C1=NC=CN=C1C)C1=NC=NC2=CC(=CC=C12)N1C(C(OC(C1([2H])[2H])([2H])[2H])([2H])[2H])([2H])[2H] [4-Fluoro-3-[7-(2,2,3,3,5,5,6,6-octadeuteriomorpholin-4-yl)quinazolin-4-yl]phenyl]-(3-methylpyrazin-2-yl)methanol